BrC=1C=C(C=NC1)CC(=O)N (5-bromopyridin-3-yl)acetamide